(1R,3S)-3-(3-{[(5-meth-oxypyrazin-2-yl)acetyl]-amino}-1H-pyrazol-5-yl)-cyclopentyl (1-ethylcyclopropyl)carbamate C(C)C1(CC1)NC(O[C@H]1C[C@H](CC1)C1=CC(=NN1)NC(CC1=NC=C(N=C1)OC)=O)=O